ClC=1C(C=C(C(C1C1=CC=C(C=C1)C)=O)Cl)=O 2,5-Dichloro-3-(4-tolyl)-2,5-cyclohexandiene-1,4-dione